tert-butyl N-(4-methoxy-2-methyl-phenyl)-N-methylsulfonyl-carbamate COC1=CC(=C(C=C1)N(C(OC(C)(C)C)=O)S(=O)(=O)C)C